COC1=CC2=CC3=C(C(OC3)=O)C(=C2C=C1OC)C1=CC(=CC=C1)N1CCCCC1 6,7-dimethoxy-9-(3-(piperidin-1-yl)phenyl)naphtho[2,3-c]furan-1(3H)-one